NC1CCN(CC1)C1=C(C=NC2=CC=C(C=C12)C=1C(=C(C#N)C=C(C1)F)OCCOC)C1=CC(=CC(=C1)C)F 3-[4-(4-aminopiperidin-1-yl)-3-(3-fluoro-5-methylphenyl)quinolin-6-yl]-5-fluoro-2-(2-methoxyethoxy)benzonitrile